OCC1=CC(=C(C(=C1C=1C(=CC2=C(OCO2)C1)C=O)OC)OC)OC 6-(6-(hydroxymethyl)-2,3,4-trimethoxyphenyl)benzo[d][1,3]dioxole-5-carbaldehyde